1-(3-(4-(2-(2,6-dioxopiperidin-3-yl)-1,3-dioxoisoindolin-5-yl)piperidin-1-yl)propyl)piperidin O=C1NC(CCC1N1C(C2=CC=C(C=C2C1=O)C1CCN(CC1)CCCN1CCCCC1)=O)=O